ClC1=C(C=CC(=C1)O)N1C=C(C(C2=CC(=C(C=C12)N1[C@H](CCC1)COC1=NC=CC=C1)F)=O)C(=O)O (R)-1-(2-chloro-4-hydroxyphenyl)-6-fluoro-4-oxo-7-(2-((pyridin-2-yloxy)methyl)pyrrolidin-1-yl)-1,4-dihydroquinoline-3-carboxylic acid